N1CC(C1)CNC(=O)C1CCN(CC1)C(C1=C(C=C(C=C1)NC(=O)C=1N(C(=CN1)C1=C(C(=C(C=C1)OCC#N)F)F)C)Cl)=O N-(azetidin-3-ylmethyl)-1-[2-chloro-4-[[5-[4-(cyanomethoxy)-2,3-difluoro-phenyl]-1-methyl-imidazole-2-carbonyl]amino]benzoyl]piperidine-4-carboxamide